(6-{[3-(pyridin-2-yl)azetidin-1-yl]methyl}imidazo[1,2-a]pyridin-2-yl)methyl-4H-pyrido[1,2-a]pyrimidine-2-carboxamide N1=C(C=CC=C1)C1CN(C1)CC=1C=CC=2N(C1)C=C(N2)CC2=C(N=C1N(C2)C=CC=C1)C(=O)N